3-(Dimethylamino)-1-[5-(4-methoxyphenyl)-7-(trifluoromethyl)pyrazolo[1,5-a]pyrimidin-3-yl]propan-1-one CN(CCC(=O)C=1C=NN2C1N=C(C=C2C(F)(F)F)C2=CC=C(C=C2)OC)C